5-(3-(4-(1H-indol-4-yl)piperazin-1-yl)propoxy)-2-cyanopyridine hydrochloride Cl.N1C=CC2=C(C=CC=C12)N1CCN(CC1)CCCOC=1C=CC(=NC1)C#N